CN(C[C@H](C1=CC(=C(C=C1)F)I)N1CC=C(C=C1)C1=CNC2=NC=C(C=C21)N2CCOCC2)C (S)-1-(2-(dimethylamino)-1-(4-fluoro-3-iodophenyl)ethyl)-4-(5-morpholino-1H-pyrrolo[2,3-b]pyridin-3-yl)pyridin